Cl.NCC(=O)NCC1=CC=CC=C1 2-Amino-N-benzylacetamide hydrochloride